tert-butyl 6-{[2-(4-chlorophenyl)imidazo[1,2-a]pyridin-3-yl]methyl}-2,6-diazabicyclo[3.2.2]nonane-2-carboxylate ClC1=CC=C(C=C1)C=1N=C2N(C=CC=C2)C1CN1C2CCN(C(C1)CC2)C(=O)OC(C)(C)C